FC(CN1N=CC=2C1=NC(=CN2)N2CC1CCC(C2)C12CN(C(C2)=O)C2=NC(=CN=C2)C(F)(F)F)F 3-(1-(2,2-difluoroethyl)-1H-pyrazolo[3,4-b]pyrazin-6-yl)-1'-(6-(trifluoromethyl)pyrazin-2-yl)-3-azaspiro[bicyclo[3.2.1]octane-8,3'-pyrrolidin]-5'-one